C(CCC)C1=NC2=C(N1C)C=C(C=C2)OC\C(\CNC(OC(C)(C)C)=O)=C/F tert-butyl (Z)-(2-(((2-butyl-1-methyl-1H-benzo[d]imidazol-6-yl)oxy)methyl)-3-fluoroallyl)carbamate